1,2-epoxybutane C1C(CC)O1